ethyl 5-(dibromomethyl)benzo[c]isoxazole-3-carboxylate BrC(C1=CC=2C(=NOC2C(=O)OCC)C=C1)Br